FC=1C=C(C=CC1OC(F)(F)F)C1CN(C1)C(=O)N1CC2(C1)CC(C2)C2=NN=C(N2)C2(CC2)O [3-[3-fluoro-4-(trifluoromethoxy)phenyl]azetidin-1-yl]-[6-[5-(1-hydroxycyclopropyl)-4H-1,2,4-triazol-3-yl]-2-azaspiro[3.3]heptan-2-yl]methanone